6-chloro-5-(2,2-difluoroethyl)picolinic acid ClC1=C(C=CC(=N1)C(=O)O)CC(F)F